COC1=C(C(=CC(=C1)C1=CN(C(C2=CN=CC=C12)=O)C)OC)CN1CCC2(CN(CCO2)C(CCCOC2=C3C(N(C(C3=CC=C2)=O)C2C(NC(CC2)=O)=O)=O)=O)CC1 4-[4-(9-[[2,6-Dimethoxy-4-(2-Methyl-1-Oxo-2,7-Naphthyridin-4-Yl)Phenyl]Methyl]-1-Oxa-4,9-Diazaspiro[5.5]Undecan-4-Yl)-4-Oxobutoxy]-2-(2,6-Dioxopiperidin-3-Yl)Isoindole-1,3-Dione